C(C)(=O)O.C(C)(=O)O.N[C@H](C(=O)O)CC(=O)C1=C(C=CC=C1)N (S)-2-amino-4-(2-aminophenyl)-4-oxobutanoic acid diacetate